2-((6-((3-iodobenzyl)amino)-2-(prop-1-yn-1-yl)-9H-purin-9-yl)methyl)tetrahydrothiophene-3,4-diol IC=1C=C(CNC2=C3N=CN(C3=NC(=N2)C#CC)CC2SCC(C2O)O)C=CC1